N-methyl-N-formyl-2-trifluoromethyl-aniline (1-Methyl-1H-1,2,4-triazol-3-yl)methyl-(1-((3-chloro-4-fluorophenyl)carbamoyl)-2-methyl-2,4,5,6-tetrahydrocyclopenta[c]pyrrol-4-yl)carbamate CN1N=C(N=C1)CN(C(O)=O)C1CCC2=C(N(C=C21)C)C(NC2=CC(=C(C=C2)F)Cl)=O.CN(C2=C(C=CC=C2)C(F)(F)F)C=O